NC1=C(C(=O)OC)C=C(C=C1)CCC methyl 2-amino-5-propyl-benzoate